C(CC)OC(CCCC(=O)[O-])=O (S)-n-propylglutarate